3-methylglutaric acid anion CC(CC(=O)[O-])CC(=O)[O-]